ClC1=CC=C(C=C1)[C@@H](CO)NC[C@@H](C)NS(=O)(=O)C1=CC=C(C=C1)[N+](=O)[O-] N-[(2R)-1-[[(1S)-1-(4-chlorophenyl)-2-hydroxyethyl]amino]propan-2-yl]-4-nitrobenzenesulfonamide